CN1CC2=C(CC1)N=C(S2)C(=O)[O-].[Li+].FC(C=2C=C(COC1=CC=C(C3=C1OCO3)CN[C@H](C(=O)N)C)C=CC2)(F)F (S)-2-{[7-(3-trifluoromethylbenzyloxy)benzo[d][1,3]dioxol-4-yl]methylamino}propanamide lithium 4,5,6,7-tetrahydro-5-methylthiazolo[5,4-c]pyridine-2-carboxylate